ClC1=NN(C=C1C1=NC=CC(=N1)NC=1N=CC2=C(C=C(C(=C2C1)N(C)C)F)N1CC(C1)N(S(=O)(=O)C)C)C N-(1-(3-((2-(3-Chloro-1-methyl-1H-pyrazol-4-yl)pyrimidin-4-yl)amino)-5-(dimethylamino)-6-fluoroisoquinolin-8-yl)azetidin-3-yl)-N-methyl-methanesulfonamide